(1-hydroxy-1,2-dihydronaphthalen-2-yl)-3-(naphthalen-2-yl)-2-oxoindoline-1-carboxylate OC1C(C=CC2=CC=CC=C12)OC(=O)N1C(C(C2=CC=CC=C12)C1=CC2=CC=CC=C2C=C1)=O